5-bromo-1-methyl-4-(trifluoromethyl)-1H-pyrazole BrC1=C(C=NN1C)C(F)(F)F